[2-(aminomethyl)-3,3-difluoro-allyl]-4-[[5-(1,3-benzodioxol-5-yl)-3-methyl-2-thienyl]methyl]-1,2,4-triazol-3-one trifluoroacetate salt FC(C(=O)O)(F)F.NCC(CC=1N(C(NN1)=O)CC=1SC(=CC1C)C1=CC2=C(OCO2)C=C1)=C(F)F